COC1=CC=C(CBr)C=C1 para-methoxybenzyl bromide